t-hexyl peroxyneodecanoate C(CCCCCC(C)(C)C)(=O)OOC(C)(C)CCC